2'-amino-N,N-dimethyl-5'-(1H-pyrazolo[3,4-b]pyridin-4-yl)-[2,3'-bipyridine]-5-carboxamide NC1=NC=C(C=C1C1=NC=C(C=C1)C(=O)N(C)C)C1=C2C(=NC=C1)NN=C2